tert-butyl 4-(2-((3-fluoro-4-methylphenyl)sulfonamido)phenyl)piperazine-1-carboxylate FC=1C=C(C=CC1C)S(=O)(=O)NC1=C(C=CC=C1)N1CCN(CC1)C(=O)OC(C)(C)C